FC1=C(C=C(C=C1)N(C(=O)C=1C=C(C=2N(C1)C(=CN2)C=2C=CC(=NC2)NC(OC)=O)COC)C)OC methyl N-[5-[6-[(4-fluoro-3-methoxy-phenyl)-methyl-carbamoyl]-8-(methoxymethyl)imidazo[1,2-a]pyridin-3-yl]-2-pyridyl]carbamate